13-bromo-5-(difluoromethyl)-8-(2,6-difluorophenyl)-3-[(4-methoxyphenyl)methyl]-3,4,7,9,12-pentazatricyclo[8.4.0.02,6]tetradeca-1(10),2(6),4,11,13-pentaene BrC=1N=CC=2NC(NC=3C(=NN(C3C2C1)CC1=CC=C(C=C1)OC)C(F)F)C1=C(C=CC=C1F)F